C(C)(C)(C)C1CC(=NO1)NC(=O)NC1=CC=C(C=C1)C=1N=C2SC3=C(N2C1)C=CC(=C3)OCCN3CCOCC3 1-(5-(t-butyl)isoxazolin-3-yl)-3-(4-(7-(2-morpholinoethoxy)benzo[d]imidazo[2,1-b]thiazol-2-yl)phenyl)urea